C(C=C)(=O)OCCCCCCCCCC[Si](O)(O)O acryloyloxydecyl-trihydroxysilane